N1=CN=CC2=C1N=C(C(=C2)O)O pyrido[2,3-d]pyrimidine-6,7-diol